(S)-3-(3-(6-amino-5,6,7,8-tetrahydronaphthalen-2-yl)-5-(1H-pyrazol-1-yl)-3H-imidazo[4,5-b]pyridin-2-yl)pyridin-2-amine N[C@@H]1CC=2C=CC(=CC2CC1)N1C(=NC=2C1=NC(=CC2)N2N=CC=C2)C=2C(=NC=CC2)N